1-{1-[4-chloro-3'-fluoro-4'-(piperazin-1-yl)[1,1'-biphenyl]-2-yl]piperidin-3-yl}-5-(trifluoromethyl)-1H-pyrazole-4-carboxylic acid ethyl ester hydrochloride Cl.C(C)OC(=O)C=1C=NN(C1C(F)(F)F)C1CN(CCC1)C1=C(C=CC(=C1)Cl)C1=CC(=C(C=C1)N1CCNCC1)F